methyl 3-hydroxy-4-methylbenzoate OC=1C=C(C(=O)OC)C=CC1C